BrCC1(CCC1)C#N 1-(Bromomethyl)cyclobutane-1-carbonitrile